FC(S(=O)(=O)OC1=C(CN(C1)C(=O)OC(C)(C)C)C(=O)OCC)(F)F O1-tert-butyl O3-ethyl 4-(trifluoromethylsulfonyloxy)-2,5-dihydro-pyrrole-1,3-dicarboxylate